C[C@@H]1C[C@@H]([C@@H](NC1)CO[C@@H]1CC[C@@H](CC1)C1=CC=CC=C1)C1=CC=NN1COCC[Si](C)(C)C (2R,3S,5R)-5-methyl-2-((((CIS)-4-phenylcyclohexyl)oxy)methyl)-3-(1-((2-(trimethylsilyl)ethoxy)methyl)-1H-pyrazol-5-yl)piperidine